FCC(C)(C)C1=NC=NO1 5-(1-fluoro-2-methylpropan-2-yl)-1,2,4-oxadiazol